(4-(4-amino-7-methyl-5-(6-((1-oxotetrahydro-1λ6-thiophen-1-ylidene)amino)pyridin-3-yl)-7H-pyrrolo[2,3-d]pyrimidin-6-yl)phenyl)methacrylamide NC=1C2=C(N=CN1)N(C(=C2C=2C=NC(=CC2)N=S2(CCCC2)=O)C2=CC=C(C=C2)C=C(C(=O)N)C)C